titanium 4,4-biphenyldicarboxylate C1(=CCC(C=C1)(C(=O)[O-])C(=O)[O-])C1=CC=CC=C1.[Ti+4].C1(=CCC(C=C1)(C(=O)[O-])C(=O)[O-])C1=CC=CC=C1